FC(F)(F)C1=NC=2CCNCC2C=C1 (trifluoromethyl)-5,6,7,8-tetrahydro-1,6-naphthyridine